C(C)OC(CNC(=O)C1CC(CCC1C(C)C)C)=O (menthanecarbonyl)glycine ethyl ester